(±)-[3-fluoro-4-piperidyl]N-[8-amino-7-fluoro-6-(8-methyl-2,3-dihydro-1H-pyrido[2,3-b][1,4]oxazin-7-yl)-3-isoquinolyl]carbamate FC1CNCCC1OC(NC=1N=CC2=C(C(=C(C=C2C1)C1=C(C2=C(OCCN2)N=C1)C)F)N)=O